3,3'-(1,1,3,3-tetramethoxydisiloxane-1,3-diyl)bis(N,N-dipropylmeth-1-ylamine) CO[Si](O[Si](OC)(OC)CCCN(CCC)C)(OC)CCCN(CCC)C